5-[(2S,6R)-2-[[6-(3-Aminoazetidin-1-yl)spiro[1H-furo[3,4-c]pyridin-3,3'-azetidine]-1'-yl]methyl]-6-methyl-morpholin-4-yl]-2-deutero-quinoline-8-carbonitrile NC1CN(C1)C1=CC2=C(C=N1)C1(CN(C1)C[C@H]1CN(C[C@H](O1)C)C1=C3C=CC(=NC3=C(C=C1)C#N)[2H])OC2